8-methyl-6-(6-oxa-2-aza-spiro[3.4]oct-2-yl)-2-thieno[2,3-c]pyridin-5-yl-3H-quinazolin-4-one CC=1C=C(C=C2C(NC(=NC12)C=1C=C2C(=CN1)SC=C2)=O)N2CC1(C2)COCC1